N-[3,5-bis(trifluoromethyl)phenyl]-4-bromobenzamide FC(C=1C=C(C=C(C1)C(F)(F)F)NC(C1=CC=C(C=C1)Br)=O)(F)F